N,N-BIS(4-METHOXYBENZYL)METHANESULFONAMIDE COC1=CC=C(CN(S(=O)(=O)C)CC2=CC=C(C=C2)OC)C=C1